FC1=CC=C(C=C1)C(CC)N1N=CC(=C1)C1=CC=CC(=N1)C1=C(C=2N(C=C1)N=C(N2)N)C 7-(6-(1-(1-(4-fluorophenyl)propyl)-1H-pyrazol-4-yl)pyridin-2-yl)-8-methyl-[1,2,4]triazolo[1,5-a]pyridin-2-amine